OC1=CC=C(C=C2C(N(C(S2)=NN=C2C(NC3=CC=C(C=C23)F)=O)C2=CC=C(C=C2)Cl)=O)C=C1 3-(2-(5-(4-hydroxybenzylidene)-3-(4-chlorophenyl)-4-oxothiazolidin-2-ylidene)hydrazono)-5-fluoro-1H-indol-2-one